C(C)(C)(C)OC(=O)N1C(CC(C1)F)COC1=CC(=C(C=C1)C)C(=O)OC tert-Butyl-4-fluoro-2-((3-(methoxycarbonyl)-4-methylphenoxy)methyl)pyrrolidine-1-carboxylate